ClC=1C=C(C(=O)NC(C2CCN(CC2)CC(=O)OO)([2H])[2H])C=C(C1)F 2-[4-[[(3-chloro-5-fluoro-benzoyl)amino]-dideuterio-methyl]-1-piperidyl]peroxyacetic acid